8-Benzyl-2-(3-methylbenzyl)-6-phenylimidazo[1,2-a]pyrazin-3-yl-acetat C(C1=CC=CC=C1)C=1C=2N(C=C(N1)C1=CC=CC=C1)C(=C(N2)CC2=CC(=CC=C2)C)CC(=O)[O-]